2-(6-(2-(3-oxa-8-azabicyclo[3.2.1]octan-8-yl)thiazol-4-yl)-2,3-difluorophenoxy)-N-(6-((2-(2,6-dioxopiperidin-3-yl)-1,3-dioxoisoindolin-5-yl)amino)hexyl)acetamide C12COCC(CC1)N2C=2SC=C(N2)C2=CC=C(C(=C2OCC(=O)NCCCCCCNC=2C=C1C(N(C(C1=CC2)=O)C2C(NC(CC2)=O)=O)=O)F)F